1-(3-(4-(1,2-dihydroxyethyl)-1-(4-(trifluoromethoxy)phenyl)-1H-pyrazolo[3,4-b]pyridin-3-yl)azetidin-1-yl)-4-hydroxybut-2-en-1-one OC(CO)C1=C2C(=NC=C1)N(N=C2C2CN(C2)C(C=CCO)=O)C2=CC=C(C=C2)OC(F)(F)F